6-amino-7-fluoro-4-(2-methoxyethyl)-2H-benzo[b][1,4]oxazin-3(4H)-one NC1=CC2=C(OCC(N2CCOC)=O)C=C1F